NC=1C=C(OCC2C(C2)C(=O)OC)C=C(C1)OC methyl 2-((3-amino-5-methoxyphenoxy)methyl)cyclopropanecarboxylate